[4-(trifluoromethyl)phenyl]sodium bicarbonate C(O)(O)=O.FC(C1=CC=C(C=C1)[Na])(F)F